ethyl 2-(2-methoxy-5-((1-methoxycyclopropyl)methyl)phenyl)acetate COC1=C(C=C(C=C1)CC1(CC1)OC)CC(=O)OCC